COC=1C=CC2=C(CCC=3C=NC(=NC23)NC2=CC=C(C=C2)N)C1 N1-(8-methoxy-5,6-dihydrobenzo[h]Quinazolin-2-yl)benzene-1,4-diamine